N(C)CC(=O)O SARCOSIN